OC1=C(C=CC=C1C(C)C)C(C(=O)N(C)C)C 2-(2-hydroxy-3-isopropylphenyl)-N,N-dimethylpropionamide